C(C)(C)(C)OC(=O)NCCCCCC(=O)NCC1=CC=C(C=C1)C=1SC=C(N1)C(=O)N[C@@H](CO[Si](C)(C)C(C)(C)C)C(=O)N[C@@H](CO)C(=O)OC Methyl N-(2-(4-((6-((tert-butoxycarbonyl)amino)hexanamido)methyl)phenyl)thiazole-4-carbonyl)-O-(tert-butyldimethylsilyl)-L-seryl-L-serinate